4-t-butylcyclohexyl acrylate C(C=C)(=O)OC1CCC(CC1)C(C)(C)C